1-chloropropyldimethoxysilane ClC(CC)[SiH](OC)OC